N'-(4-allyl-3-oxo-5,6,7,8-tetrahydroquinoxalin-2-yl)-1-cyclopropyl-cyclopropanecarbohydrazide C(C=C)N1C(C(=NC=2CCCCC12)NNC(=O)C1(CC1)C1CC1)=O